N1(CCCCC1)C1CCN(CC1)C1=NC=C(C=C1NS(=O)(=O)C1=CC=C(C=C1)C)Br N-(2-([1,4'-Bipiperidin]-1'-yl)-5-bromopyridin-3-yl)-4-methylbenzenesulfonamide